(cis-3-[[3-[N'-(2-chloro-5-fluoro-phenyl)carbamimidoyl]-6-[5-fluoro-4-[(4-methoxyphenyl)methoxy]-2-methyl-phenyl]pyrrolo[1,2-b]pyridazin-4-yl]amino]cyclopentyl)carbamate ClC1=C(C=C(C=C1)F)N=C(N)C1=C(C=2N(N=C1)C=C(C2)C2=C(C=C(C(=C2)F)OCC2=CC=C(C=C2)OC)C)N[C@H]2C[C@H](CC2)NC([O-])=O